FC=1C=C(C#N)C=CC1N1CCN(CC1)CC1=CC=C(C=C1)C=O 3-fluoro-4-(4-(4-formylbenzyl)piperazin-1-yl)benzonitrile